ClC1=CC(=C(C(=O)O)C=C1S(NCCC1=CC=CC=C1)(=O)=O)NCC=1OC=CC1 4-Chloro-2-((furan-2-ylmethyl)amino)-5-(N-phenethylsulfamoyl)Benzoic Acid